[Cl-].[Cl-].[V+2].C1=CC=CC1.C1=CC=CC1 dicyclopentadiene vanadium dichloride